C1(CCCCC1)OC1=CC=C(C=C1)C=1C(=NC=C(C1)F)N 3-[4-(cyclohexyloxy)phenyl]-5-fluoropyridin-2-amine